FC=1C=C(C=C(C1)F)[C@@H]1CCN2N1C(C1(C2)CCN(CC1)C1=NC(=NC=C1C)SC)=O (S)-7'-(3,5-difluorophenyl)-1-(5-methyl-2-(methylthio)pyrimidin-4-yl)dihydro-1'H,3'H,5'H-spiro[piperidine-4,2'-pyrazolo[1,2-a]pyrazol]-1'-one